6-chloro-4-nitro-pyridine-2-carboxylic acid ClC1=CC(=CC(=N1)C(=O)O)[N+](=O)[O-]